3-(5-(1-(1-(6-chloro-3-methyl-1H-indole-2-carbonyl)piperidin-4-yl)-1H-1,2,3-triazol-4-yl)-1-oxoisoindolin-2-yl)piperidine-2,6-dione ClC1=CC=C2C(=C(NC2=C1)C(=O)N1CCC(CC1)N1N=NC(=C1)C=1C=C2CN(C(C2=CC1)=O)C1C(NC(CC1)=O)=O)C